2,5-di(9H-carbazol-9-yl)-6-(1-phenyl-1H-benzo[d]imidazol-2-yl)-3,4-bis(5H-pyrido[4,3-b]indol-5-yl)benzonitrile C1=CC=CC=2C3=CC=CC=C3N(C12)C1=C(C#N)C(=C(C(=C1N1C2=C(C=3C=CC=CC13)C=NC=C2)N2C1=C(C=3C=CC=CC23)C=NC=C1)N1C2=CC=CC=C2C=2C=CC=CC12)C1=NC2=C(N1C1=CC=CC=C1)C=CC=C2